C(#N)C1=CC=C(C=C1)C[C@H](C=1SC2=C(N1)C=CC(=C2)OC)NC(OC(C)(C)C)=O tert-butyl N-[(1R)-2-(4-cyanophenyl)-1-(6-methoxy-1,3-benzothiazol-2-yl)ethyl]carbamate